[O-2].[O-2].C(=CC1=CC=CC=C1)[Ti+4] styryl-titanium dioxide